O=C1NC(CCC1C1=CC(=C(C=C1)C1CCN(CC1)C(=O)OC(C)(C)C)F)=O Tert-butyl 4-(4-(2,6-dioxopiperidin-3-yl)-2-fluorophenyl)piperidine-1-carboxylate